ClC=1C=NN2CCOC3=C(C21)C=C(S3)C(=O)N[C@@H]3CNCC[C@H]3C3=CC(=CC=C3)F 10-chloro-N-((3S,4S)-4-(3-fluorophenyl)piperidin-3-yl)-5,6-dihydropyrazolo[1,5-d]thieno[3,2-f][1,4]oxazepine-2-carboxamide